2-(2-fluorophenoxy)thioacetamide di-tert-butyl-{[(diisopropylamino)(methoxy)phosphanyl]methyl}phosphonate C(C)(C)(C)OP(OC(C)(C)C)(=O)CP(OC)N(C(C)C)C(C)C.FC1=C(OCC(=S)N)C=CC=C1